CC[C@H]1CC[C@H]2[C@@H]3CC=C4C[C@H](CC[C@]4(C)[C@H]3CC[C@]12C)O (3β)-Pregn-5-en-3-ol